C(C)[C@@H]1C(O[C@@H](C1)C)=O cis-3-ethyl-5-methyl-dihydro-furan-2-one